p-tertiary-butyltrichloroacetophenone C(C)(C)(C)C1=CC=C(C=C1)C(C(Cl)(Cl)Cl)=O